CC1=CC(=NC=C1OC1=CC(=C2C(=N1)N(C=N2)C)NC2=NC=C(C=C2)C(=O)N2C[C@H](OCC2)C)C#N 4-methyl-5-[3-methyl-7-[[5-[(2R)-2-methylmorpholine-4-carbonyl]pyridin-2-yl]amino]imidazo[4,5-b]pyridin-5-yl]oxy-pyridine-2-carbonitrile